[Si](OC1=CC=C(C=C1)N)(OC1=CC=C(C=C1)N)(OC(CN)C)OC(CN)C bis(4-aminophenyl) bis(1-aminopropan-2-yl) orthosilicate